6-chloro-4-((4-(2-cyanovinyl)-2-fluoro-6-methylphenyl)amino)quinazolin ClC=1C=C2C(=NC=NC2=CC1)NC1=C(C=C(C=C1C)C=CC#N)F